C1C2N(CCN1)CCCC2 octahydropyrido[1,2-a]pyrazin